CN1C(C2=NC=CC=C2C1=O)(C)C 6,7,7-trimethyl-6,7-dihydro-5H-pyrrolo[3,4-b]pyridin-5-one